4-nonylphenyl-heptaethyleneglycol C(CCCCCCCC)C1=CC=C(C=C1)C(COCCOCCOCCOCCOCCOCCO)O